NC=1C=CC(=NC1)N1CCC(CC1)CO [1-(5-aminopyridin-2-yl)piperidin-4-yl]methanol